N-(2-chloro-4-(trifluoromethyl)phenyl)-2-(7-ethyl-6-(4-(5-hydroxy-6-methylpyrimidine-4-carbonyl)piperazin-1-yl)-2-methyl-5-oxofuro[2,3-b]pyrido[3,2-e]pyrazin-8(5H)-yl)acetamide ClC1=C(C=CC(=C1)C(F)(F)F)NC(CN1C(=C(C(C=2N=C3C(=NC21)OC(=C3)C)=O)N3CCN(CC3)C(=O)C3=NC=NC(=C3O)C)CC)=O